[2-(4-cyclopropyl-6-methoxy-pyrimidin-5-yl)-5-(2-trimethylsilylethoxymethyl)pyrrolo[3,2-d]pyrimidin-7-yl]-[4-[1-methyl-4-(trifluoromethyl)imidazol-2-yl]phenyl]methanone C1(CC1)C1=NC=NC(=C1C=1N=CC2=C(N1)C(=CN2COCC[Si](C)(C)C)C(=O)C2=CC=C(C=C2)C=2N(C=C(N2)C(F)(F)F)C)OC